OCC1=NC=2CCN(C(C2C=C1)=O)C 2-(hydroxymethyl)-6-methyl-7,8-dihydro-1,6-naphthyridin-5(6H)-one